ClC1=C(C(=O)NC(NC2=C(C=CC=C2)C)=O)C(=CC(=C1)Cl)CC 2,4-dichloro-6-ethyl-N-(o-tolylcarbamoyl)benzamide